FC1(CN(CC[C@@H]1CC(=O)N1C[C@H](C[C@H](C1)C)C1=C2C=CC=NC2=C(C=C1)C#N)C)F 5-{(3R,5R)-1-[2-((R)-3,3-difluoro-1-methyl-piperidin-4-yl)-acetyl]-5-methyl-piperidin-3-yl}-quinoline-8-carbonitrile